5-heptyldihydro-furan-2(3H)-one C(CCCCCC)C1CCC(O1)=O